C(C)(C)(C)OC(=O)O[C@@H]1[C@H]([C@H](N(C1)C(=O)OC(C)(C)C)CC1=CC=C(C=C1)OC)OC(=O)C1CCC(CC1)O tert-butyl (2R,3S,4S)-4-[(tert-butoxy carbonyl)oxy]-3-(4-hydroxycyclohexanecarbonyloxy)-2-[(4-methoxyphenyl)methyl]pyrrolidine-1-carboxylate